Tert-Butyl 3-amino-6,6-dimethyl-1-{[2-(trimethylsilyl)ethoxy]methyl}-4,6-dihydropyrrolo[3,4-c]pyrazole-5(1H)-carboxylate NC=1C2=C(N(N1)COCC[Si](C)(C)C)C(N(C2)C(=O)OC(C)(C)C)(C)C